C(C)(C)(C)OC(=O)N1C=C(C2=CC=CC=C12)I 3-Iodo-1H-indole-1-carboxylic acid tert-butyl ester